4-(((5-chloro-2-nitrophenyl)amino)methyl)benzonitrile ClC=1C=CC(=C(C1)NCC1=CC=C(C#N)C=C1)[N+](=O)[O-]